3,4-Dihydroxy-L-phenylalanine OC=1C=C(C[C@H](N)C(=O)O)C=CC1O